pentadecafluorooctanoic anhydride FC(C(C(C(C(C(C(C(=O)OC(C(C(C(C(C(C(C(F)(F)F)(F)F)(F)F)(F)F)(F)F)(F)F)(F)F)=O)(F)F)(F)F)(F)F)(F)F)(F)F)(F)F)(F)F